C(C)C1=CC=C(C=C1)C1(CCC(CC1)N)N 1-(4-ethylphenyl)cyclohexane-1,4-diamine